dodecylsulfate sodium salt [Na+].C(CCCCCCCCCCC)OS(=O)(=O)[O-]